CC(C(=O)OCC(F)(F)F)(CN1N=C(C2=CC=CC=C12)C1=CC2=CC=CC=C2C=C1)C 2,2,2-Trifluoroethyl 2,2-dimethyl-3-(3-(naphthalen-2-yl)-1H-indazol-1-yl)propanoate